C(C)(=O)N1[C@@H](CN(CC1)C(=O)OC(C)(C)C)C1=CC(=CC(=C1)Cl)Br tert-butyl (R)-4-acetyl-3-(3-bromo-5-chlorophenyl)piperazine-1-carboxylate